3-methyl-2,3-dihydro-1H-indene-5-carbaldehyde CC1CCC2=CC=C(C=C12)C=O